NC=1C=2N(C(=C(N1)C=1C=C(C#N)C=CC1)C1=C(N=CO1)C)N=C(N2)CC2=C(C=CC=C2C=C)F 3-(8-amino-2-(2-fluoro-6-vinylbenzyl)-5-(4-methyl-oxazol-5-yl)-[1,2,4]triazolo[1,5-a]pyrazin-6-yl)benzonitrile